[Si](C)(C)(C(C)(C)C)OC1CC(C1)C1=C2C=CNC2=CC=C1 4-(3-((tert-butyldimethylsilyl)oxy)cyclobutyl)-1H-indole